zinc bromide salt [Br-].[Zn+2].[Br-]